C(C)(C)(C)N(C(O)=O)C/C(=C\F)/COC1=C(C=C(C=C1)C#N)F.C(C1CO1)OC(C(=C)C)=O.CC(=CC(=O)N)C dimethyl-acrylamide glycidyl-methacrylate tert-butyl-(E)-(2-((4-cyano-2-fluorophenoxy)methyl)-3-fluoroallyl)carbamate